3-[5-(pyridin-3-ylmethoxy)-1-benzofuran-2-yl]-5H,6H-imidazo[2,1-b][1,3]thiazole-2-carboxylic acid ethyl ester C(C)OC(=O)C1=C(N2C(S1)=NCC2)C=2OC1=C(C2)C=C(C=C1)OCC=1C=NC=CC1